BrC=1N=C(SC1C)N 4-bromo-5-methyl-thiazol-2-amine